ClCC1=CC=C(C=C1)S(=O)(=N)C1CCC1 1-(chloromethyl)-4-(cyclobutanesulfonimidoyl)benzene